CO[Si](CCCNC1=NC(=NC(=N1)NCCC[Si](OC)(OC)OC)[N+]1(C=NC=C1)CCCCOC(CCCCCCCCC)=O)(OC)OC 1-(4,6-bis((3-(trimethoxysilyl)propyl)amino)-1,3,5-triazin-2-yl)-1-(4-(decanoyloxy)butyl)-1H-imidazol-1-ium